CC(CCO)CCCC(CCCC(CCCC(C)C)C)C 3,7,11,15-tetramethylhexadecanol